NC1=CC=C(C=C1)C=CC1=CC=C(C=C1)N 4,4'-diaminostilbene